COC=1C=C(C=CC1OC)CC(=O)N[C@H](C)C1=CC=CC=C1 (R)-2-(3,4-dimethoxyphenyl)-N-(1-phenylethyl)acetamide